C(C)(=O)NCCCCC1=CC(=NC(=C1)N1C[C@@H](O[C@@H](C1)C)C)C1=NC2=CC(=NC=C2C=C1)CNC(C1=CC(=C(C=C1)C)S(=O)(=O)C)=O N-((2-(4-(4-acetamidobutyl)-6-((cis)-2,6-dimethylmorpholino)pyridin-2-yl)-1,6-naphthyridin-7-yl)methyl)-4-methyl-3-(methylsulfonyl)benzamide